3-(3-fluoro-4-methoxy-2-methylphenoxy)-N-{3-[imino(methyl)oxo-λ6-sulfanyl]phenyl}-5-methyl-6-(trifluoromethyl)pyridazine-4-carboxamide FC=1C(=C(OC=2N=NC(=C(C2C(=O)NC2=CC(=CC=C2)S(=O)(C)=N)C)C(F)(F)F)C=CC1OC)C